t-heptylperoxyisopropyl monocarbonate C(OC(C)(C)OOC(C)(C)CCCC)([O-])=O